COCCN1N=CC(=C1)C1=CC=C(C=C1)N1C=NC(=C1)N 1-(4-(1-(2-methoxyethyl)-1H-pyrazol-4-yl)phenyl)-1H-imidazol-4-amine